((5-fluoro-1H-benzo[d]imidazol-2-yl)amino)-1-methyl-1H-benzo[d]imidazole-5-carboxylic acid FC1=CC2=C(NC(=N2)NC2=NC3=C(N2C)C=CC(=C3)C(=O)O)C=C1